N(C(=N)N)C1=NC=C(C=N1)C(=O)OC=1C=2N(C(=CC1)CC(=O)O)C=CN2 2-(8-(2-guanidinopyrimidine-5-carbonyloxy)imidazo[1,2-a]pyridin-5-yl)acetic acid